COC=1N=C2C(=CC=NC2=CC1OC)OC1=C(C=C(C=C1)NC(=O)C=1C(=NC(=C(C1O)C=1OC=CC1)C)COC)F N-[4-[(6,7-dimethoxy-1,5-naphthyridin-4-yl)oxy]-3-fluorophenyl]-5-(furan-2-yl)-4-hydroxy-2-(methoxymethyl)-6-methylpyridine-3-carboxamide